[Rh].[Ir] iridium Rhodium